C(C1=CC=C(C(=O)[O-])C=C1)(=O)OCCO mono(2-hydroxyethyl) terephthalate